tert-butyl-2-(4-methoxyphenyl)-7-methyl-3-(pyridin-4-yl)-6,7-dihydropyrazolo[1,5-a]pyrazine-5(4H)-carboxylate C(C)(C)(C)OC(=O)N1CC=2N(C(C1)C)N=C(C2C2=CC=NC=C2)C2=CC=C(C=C2)OC